(4-Octyloxyphenyl)-phenyliodonium tetrakis-(3,5-bis-trifluoromethylphenyl)-borate FC(C=1C=C(C=C(C1)C(F)(F)F)[B-](C1=CC(=CC(=C1)C(F)(F)F)C(F)(F)F)(C1=CC(=CC(=C1)C(F)(F)F)C(F)(F)F)C1=CC(=CC(=C1)C(F)(F)F)C(F)(F)F)(F)F.C(CCCCCCC)OC1=CC=C(C=C1)[I+]C1=CC=CC=C1